Cl.CN(C(CC1=CC(=C(C=C1)Cl)Cl)=O)[C@@H](CN1CCCC1)C1=CC(=C(C=C1)OC)OC (R,S)-N-[2-(N-methyl-3,4-dichlorophenylacetamido)-2-(3,4-dimethyloxyphenyl)-ethyl]pyrrolidine hydrochloride